2-(p-tolyl)-5,6,7,8-tetrahydrobenzo[d]imidazo[2,1-b]thiazole C1(=CC=C(C=C1)C=1N=C2SC3=C(N2C1)CCCC3)C